ClC=1C=C(C=CC1)C1=NC(=CC(N1)=O)C1CC1 2-(3-chlorophenyl)-6-cyclopropylpyrimidin-4(3H)-one